6-(4-{[trans-4-({4-[(trifluoromethyl)sulfanyl]phenyl}Amino)cyclohexyl]sulfonyl}phenyl)-2H,3H-[1,2,4]triazolo[4,3-a]pyridin-3-one FC(F)(F)SC1=CC=C(C=C1)N[C@@H]1CC[C@H](CC1)S(=O)(=O)C1=CC=C(C=C1)C=1C=CC=2N(C1)C(NN2)=O